1-(4-(1-(6-(4-(4-chloro-1-methyl-1H-pyrazol-5-yl)piperidin-1-yl)-2-(trifluoromethyl)pyrimidin-4-yl)azetidin-3-yl)piperazin-1-yl)prop-2-en-1-one ClC=1C=NN(C1C1CCN(CC1)C1=CC(=NC(=N1)C(F)(F)F)N1CC(C1)N1CCN(CC1)C(C=C)=O)C